C1=CC=C(C=2C3=CC=CC=C3CC12)NC=1C=CC=C2C(=CN=CC12)C1=CC=CC=C1 N-(9H-fluoren-4-yl)-4-phenylisoquinoline-8-amine